ClC1=C(C=CC(=C1)C(F)(F)F)NC(CN1C=2N(C(C(=C1CC)N1C[C@H](NCC1)C)=O)N=C(N2)N2CCC(CC2)OC)=O (R)-N-(2-chloro-4-(trifluoromethyl)phenyl)-2-(5-ethyl-2-(4-methoxypiperidin-1-yl)-6-(3-methylpiperazine-1-yl)-7-oxo-[1,2,4]triazolo[1,5-a]pyrimidin-4(7H)-yl)acetamide